(S)-(4-(4-((2-amino-2,4-dimethylpentyl)oxy)naphthalen-1-yl)pyridin-2-yl)carbamic acid methyl ester COC(NC1=NC=CC(=C1)C1=CC=C(C2=CC=CC=C12)OC[C@@](CC(C)C)(C)N)=O